2-((S)-1-acryloyl-4-(2-(((R)-1-methylpyrrolidin-3-yl)methoxy)-7-(naphthalen-1-yl)-5,6,7,8-tetrahydropyrido[3,4-d]pyrimidin-4-yl)piperazin-2-yl)acetonitrile C(C=C)(=O)N1[C@H](CN(CC1)C=1C2=C(N=C(N1)OC[C@H]1CN(CC1)C)CN(CC2)C2=CC=CC1=CC=CC=C21)CC#N